acetic acid, zirconium salt [Zr+4].C(C)(=O)[O-].C(C)(=O)[O-].C(C)(=O)[O-].C(C)(=O)[O-]